[Ga].[As].[In] indium gallium ARSENIDE